4-(9-phenyl-9H-carbazol-3-yl)phenylboronic acid C1(=CC=CC=C1)N1C2=CC=CC=C2C=2C=C(C=CC12)C1=CC=C(C=C1)B(O)O